C(C)OC(=O)C=1C(=NC(=CC1)OC)CC(CCC1CCCCC1)NS(=O)C(C)(C)C 6-methoxy-2-(2-((tert-butylsulfinyl)amino)-4-cyclohexylbutyl)-pyridine-3-carboxylic acid ethyl ester